1-((tert-butyldimethylsilyl)oxy)tetradecan-2-yl (3-(diethylamino)propyl) carbonate C(OC(CO[Si](C)(C)C(C)(C)C)CCCCCCCCCCCC)(OCCCN(CC)CC)=O